(2,6-Dichloropyridin-4-yl)methyl (S)-2-amino-4-(1H-indol-3-yl)butanoate hydrochloride Cl.N[C@H](C(=O)OCC1=CC(=NC(=C1)Cl)Cl)CCC1=CNC2=CC=CC=C12